ClC=1C(=C(C=CC1F)C(=NC(=O)[C@@H]1CNC(C1)=O)[C@@H]1C[C@H](C1)C(F)(F)F)F (S)-N-((R or S)-(3-chloro-2,4-difluorophenyl)((trans)-3-(trifluoromethyl)cyclobutyl)-methyl-yl)-5-oxopyrrolidine-3-carboxamide